1-({3,4-difluoro-2-[(2-fluoro-4-iodophenyl)amino]phenyl}carbonyl)-N-prop-2-en-1-ylazetidine-3-carboxamide FC=1C(=C(C=CC1F)C(=O)N1CC(C1)C(=O)NCC=C)NC1=C(C=C(C=C1)I)F